5-amino-2,4-difluorophenylacetic acid NC=1C(=CC(=C(C1)CC(=O)O)F)F